2-(chlorodimethylsilyl)ethyl-succinic anhydride Cl[Si](CCC1C(=O)OC(C1)=O)(C)C